C1(CCC1)OC1=C(C(=C(C=C1)O)F)F 4-(cyclobutoxy)-2,3-difluoro-phenol